FC(C(=O)O)(F)F.NCCOC1=C(C#N)C=C(C=N1)C(F)(F)F 2-(2-Aminoethoxy)-5-(trifluoromethyl)nicotinonitrile trifluoroacetate salt